1,3-bis(ethoxypropyl)imidazolium acetate C(C)(=O)[O-].C(C)OCCCN1C=[N+](C=C1)CCCOCC